FC1=CC=C(CN(C(CC2=CC3=CC=CC=C3C=C2)=O)C(C(=O)N(C)C2=CC=C(C=C2)OC)C)C=C1 2-(N-(4-fluorobenzyl)-2-(naphthalen-2-yl)acetamido)-N-(4-methoxyphenyl)-N-methylpropanamide